(5-fluoro-2-(pyrimidin-2-yl)phenyl)((1S,4R,6R)-6-((5-(trifluoromethyl)pyrazin-2-yl)amino)-2-azabicyclo[2.2.2]octan-2-yl)methanone FC=1C=CC(=C(C1)C(=O)N1[C@@H]2[C@@H](C[C@H](C1)CC2)NC2=NC=C(N=C2)C(F)(F)F)C2=NC=CC=N2